C(#C)C1=C(N)C=C(C=C1)OC 2-ethynyl-5-methoxyaniline